C1(CC1)CNC=1C(=C(C(=O)NC2=C(C=C(C=C2C(F)(F)F)C(C(F)(F)F)(C(F)(F)F)F)Br)C=CC1)F 3-[(cyclopropylmethyl)amino]-N-[2-bromo-4-[1,1,1,2,3,3,3-heptafluoropropan-2-yl]-6-(trifluoromethyl)phenyl]-2-fluorobenzamide